Ethyl 3-(imidazo[1,2-a]pyridin-6-yl)-3-oxopropionate N=1C=CN2C1C=CC(=C2)C(CC(=O)OCC)=O